OC=1C=C(C=C(C1CC=C(C)C)O)C=CC1=CC=C(C=C1)O 3,5,4'-trihydroxy-4-(3-methyl-2-butenyl)stilbene